N-[[6-(phenylcarbamoyl)-6-azaspiro[2.5]octan-2-yl]methyl]furo[2,3-c]pyridine-2-carboxamide C1(=CC=CC=C1)NC(=O)N1CCC2(C(C2)CNC(=O)C2=CC=3C(=CN=CC3)O2)CC1